C(#N)C1=CC=C(C=N1)N1CCC(CC1)C(F)(F)S(=O)(=O)C=1C(=NN(C1)C)C(F)F N-(6-cyano-pyridin-3-yl)-4-(((3-(difluoro-methyl)-1-methyl-1H-pyrazol-4-yl)sulfonyl)difluoro-methyl)piperidine